NC1=C2C(=NC=N1)N(N=C2C2=C(C(=C(C=C2)OC2CC2)F)F)C(C)C2=NC1=CC=CC=C1C(N2C2=CC=CC=C2)=O 2-(1-(4-amino-3-(4-cyclopropoxy-2,3-difluorophenyl)-1H-pyrazolo[3,4-d]pyrimidin-1-yl)ethyl)-3-phenylquinazolin-4(3H)-one